FC(CCC(C[Si](Cl)(Cl)Cl)C(C(C(C(C(C(F)(F)F)(F)F)(F)F)(F)F)(F)F)(F)F)(C(C(C(C(C(F)(F)F)(F)F)(F)F)(F)F)(F)F)F 5,5,6,6,7,7,8,8,9,9,10,10,10-tridecafluoro-2-(tridecafluorohexyl)decyl-trichlorosilane